O1CC(C1)CN oxetan-3-ylmethanamine